magnesium borate salt B([O-])([O-])[O-].[Mg+2].B([O-])([O-])[O-].[Mg+2].[Mg+2]